C(#N)/C=C/C1=CC(=C(C(=C1)C)NC1=NC(=NC=C1)NC1=CC=C(C#N)C=C1)C 4-{[4-({4-[(E)-2-cyanoethenyl]-2,6-dimethylphenyl}amino)pyrimidin-2-yl]amino}benzonitrile